tert-butyl (2-amino-2-(4-fluorophenyl)ethyl)carbamate NC(CNC(OC(C)(C)C)=O)C1=CC=C(C=C1)F